C(C)(=O)OCNC([C@@H](NC([C@@H](NC(C(CC1C2=CC=CC=C2C=2C=CC=CC12)=O)=O)C)=O)C)=O (5S,8S)-1-(9H-fluorene-9-yl)-5,8-dimethyl-3,6,9-trioxo-2-oxo-4,7,10-triazaundecane-11-yl acetate